(Z)-N-((1,2,3,5,6,7-hexahydro-s-indacen-4-yl)carbamoyl)-4-(hydroxyimino)-4,5,6,7-tetrahydrobenzofuran-2-sulfonamide C1CCC2=C(C=3CCCC3C=C12)NC(=O)NS(=O)(=O)C=1OC2=C(C1)\C(\CCC2)=N/O